BrC1=CC=C(C=C1)C1CCC(N1C)=O 5-(4-bromophenyl)-1-methyl-pyrrolidin-2-one